4-[5-(aminomethyl)pyrimidin-2-yl]-3-(2-methyl-6-morpholin-4-ylpyridine-4-carbonyl)benzonitrile NCC=1C=NC(=NC1)C1=C(C=C(C#N)C=C1)C(=O)C1=CC(=NC(=C1)N1CCOCC1)C